FC1=CC2=C(CCCC(N2)C2=NC(=NC(=C2)C2=CC(=CC=C2)OC)N)C=C1 4-(8-Fluoro-1,3,4,5-tetrahydro-2H-benzazepin-2-yl)-6-(3-methoxyphenyl)pyrimidin-2-amine